C[Si](C)(C)N=C(C(F)(F)F)O[Si](C)(C)C N-O-bis-(trimethylsilyl)trifluoroacetamide